3-(dimethylamino)acetoxy-propane CN(C)CC(=O)OCCC